5-Ethyl-3-(4-((2-fluoro-2-methylpropyl)carbamoyl)-3-methoxyphenyl)-4-(4-(2-fluoroacrylamido)-2-methylphenyl)-1H-pyrrole-2-carboxamide C(C)C1=C(C(=C(N1)C(=O)N)C1=CC(=C(C=C1)C(NCC(C)(C)F)=O)OC)C1=C(C=C(C=C1)NC(C(=C)F)=O)C